tert-butyl 4-(5-methyl-1,2,4-oxadiazol-3-yl)-4-phenethylpiperidine-1-carboxylate CC1=NC(=NO1)C1(CCN(CC1)C(=O)OC(C)(C)C)CCC1=CC=CC=C1